NC1=C2N(C(N(C2=NC=N1)C1CCN(CC1)C1CCC2(CCN(CC2)C(=O)OC(C)(C)C)CC1)=O)C1=CC=C(C=C1)OC1=CC=CC=C1 tert-butyl 9-{4-[6-amino-8-oxo-7-(4-phenoxyphenyl) purin-9-yl] piperidin-1-yl}-3-azaspiro[5.5]undecane-3-carboxylate